S1C(=CC(=C1)C=O)C=1SC=CC1C=1SC=CC1 Terthiophene-4-carbaldehyde